C(=S)(S)N(C)CC(=O)O.[Fe] iron N-(dithiocarboxy)sarcosine